[N+](=[N-])=CC(CC[C@@H](C(=O)OC(C)C)NC([C@@H](O)C1=C(C=NC=C1)F)=O)=O isopropyl (S)-6-diazo-2-((S)-2-(3-fluoropyridin-4-yl)-2-hydroxyacetamido)-5-oxohexanoate